(1R,4R)-4-(((5-fluoro-2-((1-isopropyl-1H-pyrazol-4-yl)amino)pyrimidin-4-yl)oxy)methyl)cyclohexan-1-ol FC=1C(=NC(=NC1)NC=1C=NN(C1)C(C)C)OCC1CCC(CC1)O